ClC1=C(C=CC(=C1)Cl)C1OC2=C(C=CC=C2C(=C1)F)C1CCN(CC1)CC=1N(C=2C(=NC=C(C2)C(=O)O)N1)C[C@H]1OCC1 2-((4-(2-(2,4-Dichlorophenyl)-4-fluoro-2H-chromen-8-yl)piperidin-1-yl)methyl)-1-(((S)-oxetane-2-yl)methyl)-1H-imidazo[4,5-b]pyridine-6-carboxylic acid